N'-(6-aminohexyl)urea NCCCCCCNC(N)=O